NC1=CC=C2C(=N1)[C@H](C(OC2=O)(C)C)C (R)-2-Amino-7,7,8-trimethyl-7,8-dihydro-5H-pyrano[4,3-b]pyridin-5-one